C(C)(C)(C)C1N2C(C3=CC4=C(C=C3C1)OCC(CO4)(COC)COC)=CC(C=C2)=O 6-(Tert-butyl)-11,11-bis(methoxymethyl)-2-oxo-6,7,11,12-tetrahydro-2H,10H-[1,4]dioxepino[2,3-g]pyrido[2,1-a]isoquinoline